1-(1-oxo-5-((4-(p-tolyl)piperazin-1-yl)methyl)isoindolin-2-yl)dihydropyrimidine-2,4(1H,3H)-dione O=C1N(CC2=CC(=CC=C12)CN1CCN(CC1)C1=CC=C(C=C1)C)N1C(NC(CC1)=O)=O